FC=1C(=NC(=NC1)NC1CCN(CC1)S(=O)(=O)N(C)C)C=1C=C2C=CC=NC2=C(C1)F 4-((5-Fluoro-4-(8-fluoroquinolin-6-yl)pyrimidin-2-yl)amino)-N,N-dimethylpiperidine-1-sulfonamide